2-Phenyl-1-(p-tolyl)ethan-1-one C1(=CC=CC=C1)CC(=O)C1=CC=C(C=C1)C